C(C1=CC=CC=C1)N1CC(C1)C(=O)N1C[C@@H](CC1)OC benzyl-(R)-3-(3-methoxypyrrolidine-1-carbonyl)azetidine